C(C1=CC=CC=C1)(=O)OCC(C)CCC[C@@H](C)[C@H]1CC[C@H]2[C@@H]3CCC4(CC(CC[C@]4(C)[C@H]3CC[C@]12C)N)N 3,5-diaminocholestanyl benzoate